(5-hydroxypentyl)-1,2,4,5-tetramethyl-1H-imidazol-3-ium OCCCCC[N+]1=C(N(C(=C1C)C)C)C